6-Chloro-5-(2-chloro-4-(methylsulfinyl)phenyl)-3-(methylamino)-4H-thieno[3,2-e][1,2,4]thiadiazine 1,1-dioxide ClC1=C(C=2NC(=NS(C2S1)(=O)=O)NC)C1=C(C=C(C=C1)S(=O)C)Cl